1-cyanoethyl-2-phenyl-4,5-bis(cyanoethyl-(methyl))imidazole C(#N)C(C)N1C(=NC(=C1CCCC#N)CCCC#N)C1=CC=CC=C1